2-methyl-4-(5-phenyl-1,3,4-oxadiazol-2-yl)aniline 2-Ethylbutyl-(2S)-2-[[(4-tert-butylphenoxy)-(2,3,4,5,6-pentafluorophenoxy)phosphoryl]amino]propanoate C(C)C(COC([C@H](C)NP(=O)(OC1=C(C(=C(C(=C1F)F)F)F)F)OC1=CC=C(C=C1)C(C)(C)C)=O)CC.CC1=C(N)C=CC(=C1)C=1OC(=NN1)C1=CC=CC=C1